vinylphenylmethanol C(=C)C(O)C1=CC=CC=C1